(6-chloronaphthalen-1-yl)trimethylstannane ClC=1C=C2C=CC=C(C2=CC1)[Sn](C)(C)C